FC1=CC=C(C=C1)N1C(N(C=C(C1=O)C(=O)O)CCCOC)=O 3-(4-fluorophenyl)-1-(3-methoxypropyl)-2,4-dioxo-1,2,3,4-tetrahydropyrimidin-5-carboxylic acid